1-[3-(4,4,5,5-tetramethyl-1,3,2-dioxaborolan-2-yl)phenyl]piperidine CC1(OB(OC1(C)C)C=1C=C(C=CC1)N1CCCCC1)C